O1CC(C1)CC1=NC=2C(=NC=CC2C2CCN(CC2)C(=O)C2=CC=C(C=C2)OC(F)(F)F)N1 [4-[2-(oxetan-3-ylmethyl)-3H-imidazo[4,5-b]pyridin-7-yl]-1-piperidyl]-[4-(trifluoromethoxy)phenyl]methanone